(2S,4R)-N-(4-(4-(2,3-dichlorophenyl)piperazin-1-yl)butyl)-1-(4-(dimethylamino)-4-oxo-3,3-diphenylbutyl)-4-hydroxypyrrolidine-2-carboxamide ClC1=C(C=CC=C1Cl)N1CCN(CC1)CCCCNC(=O)[C@H]1N(C[C@@H](C1)O)CCC(C(=O)N(C)C)(C1=CC=CC=C1)C1=CC=CC=C1